COC1=NC(=NC=C1C(=O)N)NC1=CC(=C(C=C1)OC1CN(CC1)C)C 4-methoxy-2-((3-methyl-4-((1-methylpyrrolidin-3-yl)oxy)phenyl)amino)pyrimidine-5-carboxamide